2-(7-(3-Fluorophenyl)-4-oxothieno[2,3-d]pyridazin-5(4H)-yl)-N-methyl-N-(2-methylbenzo[d]oxazol-6-yl)acetamide FC=1C=C(C=CC1)C1=NN(C(C2=C1SC=C2)=O)CC(=O)N(C2=CC1=C(N=C(O1)C)C=C2)C